O=C1NC2(CN1)CCC(CC2)C2=CC=CC=C2 2-oxo-8-phenyl-1,3-diazaspiro[4.5]decan